FC=1C(=C(C=CC1)NC(=O)NC1=CC(=NC=C1)F)CO 1-(3-fluoro-2-hydroxymethylphenyl)-3-(2-fluoropyridin-4-yl)urea